1-(dibenzylamino)-2-hexanone C(C1=CC=CC=C1)N(CC(CCCC)=O)CC1=CC=CC=C1